(2S)-2-benzyloxy-1-pentanone C(C1=CC=CC=C1)O[C@H](C=O)CCC